CC=1C=C(C=CC1C)B1OC2(COCOC2)C(C)(C)O1 3,4-dimethylmethylenedioxyphenylboronic acid pinacol ester